CNC=1N=C(C(=NC1C=1C2=C(C=NC1)N(C=N2)C)C(=O)N)NC2=CC=C(C=C2)C(C)(N2CCN(CC2)C)C 5-(methylamino)-6-(3-methylimidazo[4,5-c]pyridin-7-yl)-3-[4-[1-methyl-1-(4-methylpiperazin-1-yl)ethyl]anilino]pyrazine-2-carboxamide